(N-Cyclohexylaminopropyl)trimethoxy-silane C1(CCCCC1)NCCC[Si](OC)(OC)OC